1-[6-(6-bromobenzimidazol-1-yl)-3-(difluoromethyl)-2-pyridyl]-5-methyl-pyrazole-3-carbonitrile BrC=1C=CC2=C(N(C=N2)C2=CC=C(C(=N2)N2N=C(C=C2C)C#N)C(F)F)C1